C1(CC1)[C@H]1OCC2=CC(=CC=C2[C@H]1C1=CC=C(C=C1)N1CCC(CC1)C(OC)OC)O (3R,4R)-3-cyclopropyl-4-(4-(4-(dimethoxymethyl)piperidin-1-yl)phenyl)isochroman-7-ol